CN(C)CC1(CC(C1)(F)F)CNC(=O)C1=CC2=C(S1)CCCCCC2 N-({1-[(Dimethylamino)methyl]-3,3-difluorocyclobutyl}methyl)-4H,5H,6H,7H,8H,9H-cycloocta[b]thiophene-2-carboxamide